(S)-1-(3-(4-Amino-5-((2-cyclopropylbenzo[d]oxazol-5-yl)ethynyl)-7H-pyrrolo[2,3-d]pyrimidine-7-yl)pyrrolidin-1-yl)prop-2-en-1-one NC=1C2=C(N=CN1)N(C=C2C#CC=2C=CC1=C(N=C(O1)C1CC1)C2)[C@@H]2CN(CC2)C(C=C)=O